CC=1N=C(N=NC1C1=C(C=C(C=C1)C(F)(F)F)O)N[C@H]1CN(CCC1)C 2-[5-Methyl-3-[[(3R)-1-methyl-3-piperidyl]amino]-1,2,4-triazin-6-yl]-5-(trifluoromethyl)phenol